NC=1C2=C(N=C(N1)C)C=CC(=N2)C=2C=C(C=CC2)C#C[C@@](C)(O)C2=C(N=CS2)C (R)-4-(3-(4-Amino-2-methylpyrido[3,2-d]pyrimidin-6-yl)phenyl)-2-(4-methylthiazol-5-yl)but-3-yn-2-ol